7-((tert-butyl 4-(4-(2,6-dioxopiperidin-3-yl)-2-fluorophenyl) piperazin-1-yl) methyl)-2-azaspiro[3.5]nonane-2-carboxylate C(C)(C)(C)C1N(CCN(C1)C1=C(C=C(C=C1)C1C(NC(CC1)=O)=O)F)CC1CCC2(CN(C2)C(=O)[O-])CC1